COC1=COC=C1OC 3,4-dimethoxyfuran